carbonic acid 2,5-dioxo-1-pyrrolidinyl [(3R,3aS,6aR)-hexahydrofuro[2,3-b]furan-3-yl]ester O1C[C@@H]([C@H]2[C@@H]1OCC2)OC(ON2C(CCC2=O)=O)=O